CC1=C(C=CC=C1C)N1CC=2N=C(N=C(C2CC1)N1C[C@@H](N(CC1)C(\C=C\COC)=O)CC#N)OC[C@H]1N(CCC1)C 2-((S)-4-(7-(2,3-dimethylphenyl)-2-(((S)-1-methylpyrrolidin-2-yl)methoxy)-5,6,7,8-tetrahydropyrido[3,4-d]pyrimidin-4-yl)-1-((E)-4-methoxybut-2-enoyl)piperazin-2-yl)acetonitrile